3-[3-[3-[4-(Difluoromethoxy)phenyl]-3-oxoprop-1-enyl]phenoxy]propanoic acid FC(OC1=CC=C(C=C1)C(C=CC=1C=C(OCCC(=O)O)C=CC1)=O)F